tert-butyl ((3R-6S)-6-(2-(3-cis-(trifluoromethoxy)cyclobutanecarbonyl)hydrazinecarbonyl)tetrahydro-2H-pyran-3-yl)carbamate FC(OC1(CCC1)C(=O)NNC(=O)[C@@H]1CC[C@H](CO1)NC(OC(C)(C)C)=O)(F)F